C1(CC1)NC1=C(C(=O)NC(C)C2=CC(=CC=C2)C=2SC=CN2)C=C(C=C1)N 2-cyclopropylamino-5-amino-N-(1-(3-(thiazol-2-yl)phenyl)ethyl)benzamide